COC=1C(=CC(=NC1)C)C1=C(C=NC(=C1)C)C(=O)NC=1SC(=NN1)OCC1=NC=C(C=C1)C(C)(C)OC 5'-methoxy-N-(5-((5-(2-methoxypropan-2-yl)pyridin-2-yl)methoxy)-1,3,4-thiadiazol-2-yl)-2',6-dimethyl-(4,4'-bipyridine)-3-carboxamide